(E)-1-(2-(aminomethyl)-3-fluoroallyl)-N,N-diethylindoline-5-carboxamide NC/C(/CN1CCC2=CC(=CC=C12)C(=O)N(CC)CC)=C\F